(S)-N-((S)-1-(1,4-dibromo-isoquinolin-3-yl)-2-(3,5-difluorophenyl)ethyl)-2-methylpropane-2-sulfinamide BrC1=NC(=C(C2=CC=CC=C12)Br)[C@H](CC1=CC(=CC(=C1)F)F)N[S@@](=O)C(C)(C)C